C(C)OC(CCCCN(CCCCC(=O)OCC)C)=O.CN(CCCCC(=O)OCC)CCCCC(=O)OCC diethyl 5,5'-(methylazanediyl)dipentanoate Diethyl-5,5'-(methylazanediyl)dipentanoate